3-fluoro-5-nitro-2-(1H-pyrazol-4-yl)benzoic acid ethyl ester C(C)OC(C1=C(C(=CC(=C1)[N+](=O)[O-])F)C=1C=NNC1)=O